Dimethyl 2,2'-(((2-chloroethyl)phosphoryl)bis(azanediyl))diacetate ClCCP(=O)(NCC(=O)OC)NCC(=O)OC